NC=1C=NC(=C(C1)Cl)Cl 3-amino-5,6-dichloropyridine